4-(((2S,5R)-5-methoxytetrahydro-2H-pyran-2-yl)methoxy)-3-nitrobenzenesulfonamide CO[C@@H]1CC[C@H](OC1)COC1=C(C=C(C=C1)S(=O)(=O)N)[N+](=O)[O-]